CN(C(CC1=CC=C(C=C1)C1=C2C(=NC=C1)NC=C2)=O)C 4-(4-(2-(dimethylamino)-2-oxoethyl)phenyl)-1H-pyrrolo[2,3-b]pyridin